C(C1=CC=CC=C1)O[C@H]1[C@@H]([C@@H](O[C@]1(C)COCC1=CC=CC=C1)N1C(N=C(C(=C1)F)NC(C1=CC=CC=C1)=O)=O)O N-(1-((2R,3S,4S,5R)-4-(benzyloxy)-5-((benzyloxy)methyl)-3-hydroxy-5-methyltetrahydrofuran-2-yl)-5-fluoro-2-oxo-1,2-dihydropyrimidin-4-yl)benzamide